6-Amino-3-((1s,4s)-4'-chloro-4-(2-hydroxypropan-2-yl)-1',2'-dihydrospiro[cyclohexane-1,3'-pyrrolo[2,3-b]pyridin]-5'-yl)-2-fluoro-N,N-dimethylbenzamide NC1=CC=C(C(=C1C(=O)N(C)C)F)C=1C(=C2C(=NC1)NCC21CCC(CC1)C(C)(C)O)Cl